1-(6-amino-5-fluoro-3-methylpyridin-2-yl)-N-(5-cyano-6-(2H-1,2,3-triazol-2-yl)pyridin-3-yl)-5-(trifluoromethyl)-1H-pyrazole-4-carboxamide NC1=C(C=C(C(=N1)N1N=CC(=C1C(F)(F)F)C(=O)NC=1C=NC(=C(C1)C#N)N1N=CC=N1)C)F